FC(CC1=NC=CC(=C1N)N)(F)F (2,2,2-trifluoroethyl)pyridine-3,4-diamine